(benzyloxymethyl)-5-(trifluoromethyl)tetrahydropyran C(C1=CC=CC=C1)OCC1OCC(CC1)C(F)(F)F